C(C)OC(CN(C(OC(C)(C)C)=O)C)CN1C(=NC2=C1C(=CC(=C2)F)B2OC(C(O2)(C)C)(C)C)C tert-butyl N-[2-ethoxy-3-[5-fluoro-2-methyl-7-(4,4,5,5-tetramethyl-1,3,2-dioxaborolan-2-yl)benzimidazol-1-yl]propyl]-N-methyl-carbamate